N1C(=O)NC=2N=CCC2C1=O 7-Deazaxanthine